4-methylbenzoic acid [3-(2-propyl) iminoamyl benzoate] CC(C)N=C(CCC1=C(C(=O)O)C=CC=C1)CC.CC1=CC=C(C(=O)O)C=C1